(2-methylpyridin-4-yl)-6-phenyl-1,3,5-triazine-2,4-diamine CC1=NC=CC(=C1)NC1=NC(=NC(=N1)N)C1=CC=CC=C1